C(#N)C1=CC(=C(COC2=CC=CC(=N2)N2C[C@@H](N(CC2)CC2=NC3=C(N2C[C@@H]2COCC2)C=C(C=C3)C(=O)O)C)C=C1)F 2-{[(2S)-4-{6-[(4-cyano-2-fluorobenzyl)oxy]pyridin-2-yl}-2-methylpiperazin-1-yl]methyl}-1-[(3R)-tetrahydrofuran-3-ylmethyl]-1H-benzimidazole-6-carboxylic acid